BrC1=C2C=C(NC2=CC=C1)C#N 4-bromo-1H-indole-2-carbonitrile